FC=1C=C(C=C2CCC(N(C12)C)=O)C=1C=C(C=NC1)CNS(=O)(=O)CC Ethanesulfonic acid [5-(8-fluoro-1-methyl-2-oxo-1,2,3,4-tetrahydro-quinolin-6-yl)-pyridin-3-ylmethyl]-amide